CC1=NC=C(C(=O)O)C(=C1)C1=C(C=CC=C1)COC1OCCCC1 6-methyl-4-(2-(((tetrahydro-2H-pyran-2-yl)oxy)methyl)phenyl)nicotinic acid